ClC1=CC=C(C2=C1C=CO2)C(OC2=CC=CC(=N2)C2=CCC(CC2)CC2=NC1=C(N2C[C@H]2OCC2)C=C(C=C1)C(=O)OC)([2H])[2H] methyl 2-((4-(6-((4-chlorobenzofuran-7-yl) methoxy-d2) pyridin-2-yl) cyclohex-3-en-1-yl) methyl)-1-(((S)-oxetan-2-yl) methyl)-1H-benzo[d]imidazole-6-carboxylate